C(C(=O)O)(=O)O.C1OCC12NCCC2 2-oxa-5-azaspiro[3.4]octane oxalate